ClC1(CC1)C(CC1=C(C=CC=C1)Cl)(CN1N=CNC1=S)O 2-(1-chloro-cyclopropan-1-yl)-1-(2-chlorophenyl)-2-hydroxy-3-(1,2,4-triazolin-5-thione-1-yl)-propane